(5S)-1'-(7-bromo-6-methyl-pyrazolo[1,5-a]pyrazin-4-yl)spiro[5,7-dihydrocyclopenta[B]pyrazin-6,4'-piperidin]-5-amine BrC1=C(N=C(C=2N1N=CC2)N2CCC1(CC2)[C@@H](C=2C(=NC=CN2)C1)N)C